CN1N=CC2=CC(=C(C(=C12)C1=NC=CC2=C1SC=1N=C(N=C(C12)O)OC[C@]12CCCN2C[C@@H](C1)F)C(F)(F)F)C 8-(1,5-dimethyl-6-(trifluoromethyl)-1H-indazol-7-yl)-2-(((2R,7aS)-2-fluorotetrahydro-1H-pyrrolizin-7a(5H)-yl)methoxy)pyrido[4',3':4,5]thieno[2,3-d]pyrimidin-4-ol